ClC=1N=CC2=C(N1)C1(CCCC1)OC2 2-chlorospiro[5H-furo[3,4-d]pyrimidine-7,1'-cyclopentane]